(3-(difluoromethyl)-8-methyl-[1,2,4]triazolo[4,3-a]pyridin-7-yl)methanol FC(C1=NN=C2N1C=CC(=C2C)CO)F